FC(CCC(=O)NC(C)C1=CC2=C(N(C=N2)COCC[Si](C)(C)C)C=C1)(F)F 4,4,4-trifluoro-N-(1-(1-((2-(trimethylsilyl)ethoxy)methyl)-1H-benzo[d]imidazol-5-yl)ethyl)butanamide